(6-(4-fluorophenyl)-4-hydroxy-1-(2-morpholinoethyl)-2-oxo-1,2-dihydro-1,8-naphthyridine-3-carboxamido)-2-methylpropionic acid FC1=CC=C(C=C1)C=1C=C2C(=C(C(N(C2=NC1)CCN1CCOCC1)=O)C(=O)NC(C(=O)O)(C)C)O